1-bromo-3-(bromomethyl)-2-methylbenzene BrC1=C(C(=CC=C1)CBr)C